C1(=CC=CC=C1)COCC(/C=C/C1=C(C(=NC=C1)C(=C)C)[N+](=O)[O-])(F)F (E)-4-(4-(phenylmethyloxy)-3,3-difluorobut-1-en-1-yl)-3-nitro-2-(prop-1-en-2-yl)pyridine